N1C=NC2=C1C=CC(=C2)C=2OC=CC2 1H-benzo[d]imidazol-5-yl-furan